ethyl (S)-3-(3-bromo-5-cyclopropyl-2,6-difluorophenyl)-3-(((R)-tert-butylsulfinyl)amino)propanoate BrC=1C(=C(C(=C(C1)C1CC1)F)[C@H](CC(=O)OCC)N[S@](=O)C(C)(C)C)F